tert-butyl 7-(bromomethyl)-3,4-dihydroisoquinoline-carboxylate BrCC1=CC=C2CCN=C(C2=C1)C(=O)OC(C)(C)C